(6-hydroxy-2-(4-hydroxyphenyl)benzo[b]thiophen-3-yl)(4-(octyloxy)phenyl)methanone OC=1C=CC2=C(SC(=C2C(=O)C2=CC=C(C=C2)OCCCCCCCC)C2=CC=C(C=C2)O)C1